1,8-Diisocyanooctan [N+](#[C-])CCCCCCCC[N+]#[C-]